4-(Cyclopropanecarbonyl)-1-(1-(5-((1,1-dimethyl-2,3-dihydro-1H-inden-2-yl)amino)pyridin-2-yl)-2,2,2-trifluoroethyl)piperazin-2-one C1(CC1)C(=O)N1CC(N(CC1)C(C(F)(F)F)C1=NC=C(C=C1)NC1C(C2=CC=CC=C2C1)(C)C)=O